(R)-butan CCCC